C(C)OC(CN1C(=C(C2=CC=CC=C12)C=O)Br)=O 2-(2-bromo-3-formyl-1H-indol-1-yl)acetic acid ethyl ester